BrC1=C(C=C2C(=NC(N(C2=C1)C1=C(C=CC=C1)Cl)=O)NC=1C=NOC1)Cl 7-Bromo-6-chloro-1-(2-chlorophenyl)-4-(isoxazol-4-ylamino)quinazolin-2(1H)-one